C(C1=CC=CC=C1)N1C(CN(CC1)C1[C@H](N(C1)C(=O)OC(C)(C)C)C)CO tert-butyl (2R)-3-(4-benzyl-3-(hydroxymethyl)piperazin-1-yl)-2-methylazetidine-1-carboxylate